C(CCCCCCC\C=C/CCCCCCCC)(=O)OC(C(=O)O)CCCCCCCCCCCCCCCCCCC=CCCCCCCC oleoyloxylnonacos-21-enoic acid